CS(=O)(=O)C1=CC=C(C=C1)[S+](C1=CC=CC=C1)C1=CC=CC=C1 4-methylsulfonylphenyldiphenylsulfonium